NC1C(NC2=CC=CC=C2C1)=O 3-amino-3,4-dihydro-quinolin-2(1H)-one